N-((2-(2-(4,7-diazaspiro[2.5]octan-7-yl)pyrimidin-4-yl)-1,6-naphthyridin-7-yl)methyl)-3-(methylsulfinyl)-4-(trifluoromethyl)benzamide C1CC12NCCN(C2)C2=NC=CC(=N2)C2=NC1=CC(=NC=C1C=C2)CNC(C2=CC(=C(C=C2)C(F)(F)F)S(=O)C)=O